FC=1C=C(C=CC1)C=1C=C2C(=NC1)N(C(N2CC2=NC=CN=C2)=O)C 6-(3-fluorophenyl)-3-methyl-1-(pyrazin-2-ylmethyl)imidazo[4,5-b]pyridin-2-one